CC1(N(C[C@H](C1)CCC(NC(C(F)(F)F)=O)C1CCNCC1)C(=O)OC(C)(C)C)C tert-butyl (4S)-2,2-dimethyl-4-[3-(4-piperidyl)-3-[(2,2,2-trifluoroacetyl)amino]propyl]pyrrolidine-1-carboxylate